N=S1(CCC(CC1)C1=CC2=C(N=CN=C2)N(C1=O)C)=O 6-(1-imino-1-oxo-thian-4-yl)-8-methyl-pyrido[2,3-d]Pyrimidin-7-one